methyl-4-((3-(methylthio)pyridin-2-yl)amino)pyridazine-3-carboxamide CC=1C(=C(N=NC1)C(=O)N)NC1=NC=CC=C1SC